CC1=NN(C(=C1)N)C1=C(C=C(C=C1)Cl)Cl 3-(methyl)-1-(2,4-dichlorophenyl)-1H-pyrazol-5-amine